ethyl 2-[(2S,3R)-3-[tert-butyl(dimethyl)silyl]oxy-2-(cyclopentoxy)-3-(3-methoxy-4-vinyl-phenyl)propyl]-6-methoxy-1,3-benzothiazole-4-carboxylate [Si](C)(C)(C(C)(C)C)O[C@@H]([C@H](CC=1SC=2C(N1)=C(C=C(C2)OC)C(=O)OCC)OC2CCCC2)C2=CC(=C(C=C2)C=C)OC